ClC1=C(C(=CC=C1)Cl)N1N=C(C(=C1)NC1=CC=C(C=C1)C(=O)N1CCS(CC1)(=O)=NC)C(=O)N 1-(2,6-dichlorophenyl)-4-((4-(1-(methylimino)-1-oxidothiomorpholine-4-carbonyl)phenyl)amino)-1H-pyrazole-3-carboxamide